ClC1=C2C=C(N(C2=CC=C1Cl)C)C(=O)NC1(COCC1)C1=C(C=C(C=C1)C(C(=O)O)C)F (±)-2-{4-[3-(4,5-dichloro-1-methyl-1H-indole-2-amido)oxolan-3-yl]-3-fluorophenyl}propanoic acid